{4-amino-2-[(6-methylpyridin-3-yl)amino]-1,3-thiazol-5-yl}(phenyl)methanone NC=1N=C(SC1C(=O)C1=CC=CC=C1)NC=1C=NC(=CC1)C